ClC1=C(C=C(C2=C1SC1=C2CNCC1)O)Cl 6,7-dichloro-1,2,3,4-tetrahydrobenzothiopheno[3,2-c]pyridin-9-ol